N-(3-(5-fluoropyrimidin-2-yl)-4-methylphenyl)-2-(pyridin-2-yl)-2-azabicyclo[2.1.1]hexane-3-carboxamide FC=1C=NC(=NC1)C=1C=C(C=CC1C)NC(=O)C1N(C2CC1C2)C2=NC=CC=C2